F[C@@H]1CN(CC[C@@H]1NC1=NC=C(C(=N1)C=1C=NN(C1)CC(C)(O)C)C(F)(F)F)S(=O)(=O)CCCN1CCCCC1 1-(4-(2-(((3R,4S)-3-Fluoro-1-((3-(piperidin-1-yl)propyl)sulfonyl)piperidin-4-yl)amino)-5-(trifluoromethyl)pyrimidin-4-yl)-1H-pyrazol-1-yl)-2-methylpropan-2-ol